ClC=1C(=C2CC(CC2=CC1)NC=1C=CC(=NC1)[C@@H](C(F)(F)F)N(C(C(C)(C)C)=O)C)F N-((1S)-1-(5-((5-Chloro-4-fluoro-2,3-dihydro-1H-inden-2-yl)amino)pyridin-2-yl)-2,2,2-trifluoroethyl)-N-methylpivalamide